BrC=1C=C(C(=O)NC2=C(C=NN2C2=CC=C(C=C2)Cl)C=2OCCN2)C=CC1 3-bromo-N-(1-(4-chlorophenyl)-4-(4,5-dihydrooxazol-2-yl)-1H-pyrazol-5-yl)benzamide